N-(2-(3-(4-amino-3-chlorobenzamido)-2-oxopyridin-1(2H)-yl)propanamido)-N-(2-fluoroacetyl)glycine NC1=C(C=C(C(=O)NC=2C(N(C=CC2)C(C(=O)NN(CC(=O)O)C(CF)=O)C)=O)C=C1)Cl